(3-chloro-5-(trifluoromethyl)pyridin-2-yl)sulfur ClC=1C(=NC=C(C1)C(F)(F)F)[S]